C(C)OC(=O)N1CC=2N(CC1)C(=CN2)C#CC2=CC(=CC=C2)C 3-[(3-Methylphenyl)ethynyl]-5,6-dihydroimidazo[1,2-a]pyrazine-7(8H)-carboxylic acid ethyl ester